5-(trans-4-(((4-(1-Isopropyl-1H-pyrazol-4-yl)pyridin-2-yl)amino)methyl)cyclohexyl)-2-methoxybenzonitrile C(C)(C)N1N=CC(=C1)C1=CC(=NC=C1)NC[C@@H]1CC[C@H](CC1)C=1C=CC(=C(C#N)C1)OC